N-(1,2,3,5,6,7-hexahydro-s-indacen-4-ylcarbamoyl)-4-(2-hydroxypropan-2-yl)pyridine-2-sulfonamide C1CCC2=C(C=3CCCC3C=C12)NC(=O)NS(=O)(=O)C1=NC=CC(=C1)C(C)(C)O